C(C(C)(C)C)OC(C(CC(=O)OCC(C)(C)C)(C)CC)=O 2-ethyl-2-methylsuccinic acid dineopentyl ester